3-(5-[2,7-diazaspiro[3.5]nonan-2-yl]-1-oxo-3H-isoindol-2-yl)piperidine-2,6-dione C1N(CC12CCNCC2)C=2C=C1CN(C(C1=CC2)=O)C2C(NC(CC2)=O)=O